N1C(=CC=C1)C(=O)N.[F] fluorine Azoleamide